N'-(2-(4-bromophenyl)-2,2-difluoroacetyl)-2-((S)-2,2-dimethylcyclopropane-1-carbonyl)-6-(thiazole-5-carbonyl)-2,6-diazaspiro[3.4]octane-8-carbohydrazide BrC1=CC=C(C=C1)C(C(=O)NNC(=O)C1CN(CC12CN(C2)C(=O)[C@@H]2C(C2)(C)C)C(=O)C2=CN=CS2)(F)F